[Ni]=O.[Li] Lithium-Nickel-Oxid